2,4-dimethyl-5-formylimidazole CC=1NC(=C(N1)C)C=O